N-[1(R)-[N-(3-Amino-2-hydroxypropyl)carbamoyl]-2-naphthylethyl]-4-(4-oxo-2,3,4,5-tetrahydro-1,5-benzothiazepin-5-yl)butyramide hydrochloride Cl.NCC(CNC(=O)C1=C(C=CC2=CC=CC=C12)CCNC(CCCN1C(CCSC2=C1C=CC=C2)=O)=O)O